2-(3-((S)-((1s,3R)-3-(2,2-difluoroethoxy)cyclobutyl)(4-methyl-4H-1,2,4-triazol-3-yl)methyl)phenyl)-6-(((1-methylcyclobutyl)amino)methyl)-4-(trifluoromethyl)isoindolin-1-one FC(COC1CC(C1)[C@@H](C=1C=C(C=CC1)N1C(C2=CC(=CC(=C2C1)C(F)(F)F)CNC1(CCC1)C)=O)C1=NN=CN1C)F